NC1=NN2C(N=CC=C2)=C1C(=O)NC(C)C=1C=C(C2=CN(N=C2C1OCC)CC#N)Cl 2-amino-N-(1-(4-chloro-2-(cyanomethyl)-7-ethoxy-2H-indazol-6-yl)ethyl)pyrazolo[1,5-a]pyrimidine-3-carboxamide